C1(CCCC1)[C@H](C(=O)N(C)[C@H](C(=O)OC(C)(C)C)CCC)NC(C(C)(C)C)=O tert-butyl (S)-2-((R)-2-cyclopentyl-N-methyl-2-pivalamidoacetamido)pentanoate